CC(CC=C(C)C1=CC=CC=C1)C 5-methyl-2-phenyl-2-hexene